2-bromo-6-chloro-4-(phenyl)isopropylchlorobenzene 3,7-dimethyloct-6-en-1-yl-formate (Citronellyl-Formate) C(CC(C)CCC=C(C)C)C(=O)O.CC(CCC(=O)O)CCC=C(C)C.BrC1=C(C(=CC(=C1C(C)C)C1=CC=CC=C1)Cl)Cl